C(C1=CC=CC=C1)OC1=NC=CC=2C(=CC(=CC12)C(=O)OC)C(=O)O (benzyloxy)-7-(methoxycarbonyl)isoquinoline-5-carboxylic acid